3-ethyl-4-[methoxy(methyl)carbamoyl]piperidine-1-carboxylic acid tert-butyl ester C(C)(C)(C)OC(=O)N1CC(C(CC1)C(N(C)OC)=O)CC